CCCCCCCCCCCCCC=CC(=O)OC Hexadecenoic acid methyl ester